C[C@@H]1CN(CCN1C1=CC(=CC=C1)C(F)(F)F)C(=O)C1=CC(=C(C=C1)S(=O)CC(=O)OCC)[N+](=O)[O-] Ethyl 2-((4-((R)-3-methyl-4-(3-(trifluoromethyl)phenyl)piperazine-1-carbonyl)-2-nitrophenyl)sulfinyl)acetate